NC(=[Se])N selenourea